tert-butyl 4-(4-(5-(3-((5-cyano-4-(4-fluorophenyl)thiazol-2-yl)(methyl)amino)-2-ethylimidazo[1,2-a]pyridin-6-yl)pyrimidin-2-yl)piperazine-1-carboxamido)piperidine-1-carboxylate C(#N)C1=C(N=C(S1)N(C1=C(N=C2N1C=C(C=C2)C=2C=NC(=NC2)N2CCN(CC2)C(=O)NC2CCN(CC2)C(=O)OC(C)(C)C)CC)C)C2=CC=C(C=C2)F